C(C)(C)(C)OC(NC1=NC(=CC(=C1)NC1=C(C=C(C=C1)C)OC)C(NC1CC2=CC=CC=C2C1)=O)=O (6-((2,3-dihydro-1H-inden-2-yl)carbamoyl)-4-((2-methoxy-4-methylphenyl)-amino)pyridin-2-yl)carbamic acid tert-butyl ester